2-[3-(ethylsulfonyl)-2-pyridyl]-5-[(trifluoromethyl)phenoxy]-9-azabicyclo[3.3.1]nonane C(C)S(=O)(=O)C=1C(=NC=CC1)C1C2CCCC(CC1)(N2)OC2=C(C=CC=C2)C(F)(F)F